ClC1=CC=C(C=C1)[C@@]1(N(C(C2=CC(=CC(=C12)F)C(C)(C)O)=O)CC1=NC=C(C#N)C=C1)OC1CC(CC1)O 6-[(R)-1-(4-chloro-phenyl)-7-fluoro-1-(3-hydroxy-cyclopentyloxy)-5-(1-hydroxy-1-methyl-ethyl)-3-oxo-1,3-dihydro-isoindol-2-ylmethyl]-nicotinonitrile